2',2'-difluorodeoxyuridine FC1([C@@H](O[C@@H]([C@H]1O)CO)N1C(=O)NC(=O)C=C1)F